O=C1NC(CCC1C1=CC(=C(C=N1)N1CCC(CC1)C=O)C)=O 1-(6-(2,6-dioxopiperidin-3-yl)-4-methylpyridin-3-yl)piperidine-4-carbaldehyde